4-hydroxy-6-(methoxymethyl)-6-methylpiperidin-2-one OC1CC(NC(C1)(C)COC)=O